ClC(=C(C=C(Cl)Cl)Cl)Cl 1,1,2,4,4-Pentachlorobuta-1,3-dien